(S)-1-(3-(6-chloro-7-fluoro-3-(1H-imidazol-1-yl)-5-methoxy-1-methyl-1H-indol-2-yl)-1H-1,2,4-triazol-5-yl)-2-methoxyethan-1-ol ClC1=C(C=C2C(=C(N(C2=C1F)C)C1=NNC(=N1)[C@@H](COC)O)N1C=NC=C1)OC